1-tert-Butoxycarbonyl-5-(6-chloropyrimidin-4-ylamino)-6-methoxyindazole C(C)(C)(C)OC(=O)N1N=CC2=CC(=C(C=C12)OC)NC1=NC=NC(=C1)Cl